6-[2-fluoro-4-(methoxymethyloxy)-3-vinylphenyl]-5-methyl-4,5-dihydro-2H-pyridazine FC1=C(C=CC(=C1C=C)OCOC)C=1C(CCNN1)C